tert-butyl 4-[[4-[8-chloro-7-[2-methyl-3-(2-trimethylsilylethoxymethyl)benzimidazol-5-yl]oxy-quinoxalin-2-yl]pyrazol-1-yl]methyl]-2,2-dimethyl-piperidine-1-carboxylate ClC=1C(=CC=C2N=CC(=NC12)C=1C=NN(C1)CC1CC(N(CC1)C(=O)OC(C)(C)C)(C)C)OC1=CC2=C(N=C(N2COCC[Si](C)(C)C)C)C=C1